rel-7,7-dimethyl-2-((3-((1R,3S)-3-((2-methylpyridin-3-yl)oxy)cyclopentyl)-1H-pyrazol-5-yl)amino)-6,7-dihydro-5H-pyrrolo[3,4-b]pyridin-5-one CC1(NC(C=2C1=NC(=CC2)NC2=CC(=NN2)[C@H]2C[C@H](CC2)OC=2C(=NC=CC2)C)=O)C |o1:16,18|